C(C#CC)OC(C(=O)OCC#CC)=O oxalic acid di(2-butynyl) ester